C(CCCCCCCCCCCCCCC)C(C(C(O)CCCCCCCCCCCCCCCC)O)O Dihexadecyl-rac-glycerin